(1R,3R) or (1R,3S)-1-(1-(4-methoxyphenyl)ethyl)-5-oxopyrrolidine-3-carboxylic acid methyl ester COC(=O)[C@H]1CN(C(C1)=O)[C@H](C)C1=CC=C(C=C1)OC |o1:4|